C(C1=CC=CC=C1)N1CC=2C(N(C=3N=CC=CC3C2CC1)CC1=CC(=CC=C1)Cl)=O 3-benzyl-6-(3-chlorobenzyl)-2,3,4,6-tetrahydropyrido[3,4-c][1,8]naphthyridin-5(1H)-one